NC=1N(C2=C3C(C=CNC(C13)=O)=NC=N2)C2=C(C(=CC=C2C)O)C 1-amino-2-(3-hydroxy-2,6-dimethylphenyl)-2,8-dihydro-9H-2,3,5,8-tetraazabenzo[cd]Azulen-9-one